ClC1=C(C=C(C(=O)N(C)[C@H](C)C2=NNC(C3=CC(=C(C=C23)F)F)=O)C=C1)F (R)-4-chloro-N-(1-(6,7-difluoro-4-oxo-3,4-dihydrophthalazin-1-yl)ethyl)-3-fluoro-N-methylbenzamide